N-(4-benzothien-2-yl-phenyl)-N,N-bis{4-(2-phenyl-benzooxazol-6-yl)-phenyl}-amine S1C(=CC2=C1C=CC=C2)C2=CC=C(C=C2)N(C2=CC=C(C=C2)C2=CC1=C(N=C(O1)C1=CC=CC=C1)C=C2)C2=CC=C(C=C2)C2=CC1=C(N=C(O1)C1=CC=CC=C1)C=C2